N-[3-chloro-4-[4-(1,1-dimethylpiperidin-1-ium-4-carbonyl)piperazine-1-carbonyl]phenyl]-5-[2,3-difluoro-4-[5-(2-pyridyl)-1H-pyrazol-4-yl]phenyl]-1-methyl-imidazole-2-carboxamide ClC=1C=C(C=CC1C(=O)N1CCN(CC1)C(=O)C1CC[N+](CC1)(C)C)NC(=O)C=1N(C(=CN1)C1=C(C(=C(C=C1)C=1C=NNC1C1=NC=CC=C1)F)F)C